C(C)(C)(C)NS(=O)(=O)C1=C(C=CC(=C1)NC(=O)OC[C@@H]1N(CCC1)C)C1=CN=C(S1)C1CCC(CC1)NC(OC(C)C)=O isopropyl ((1R,4r)-4-(5-(2-(N-(tert-butyl)sulfamoyl)-4-(((((R)-1-methylpyrrolidin-2-yl)methoxy)carbonyl)amino)phenyl)thiazol-2-yl)cyclohexyl)carbamate